C(CCCCCCCCCCC)(=O)[O-].C(CCCCCCCCCCC)(=O)[O-].C(CCCCCCCCCCC)(=O)[O-].[Al+3] aluminum tris(dodecanoate)